ClC=1C(=NC=C(C1[C@@H](C)OC=1C=C2C(=NNC2=CC1)C=1C=CC(=NC1)N1CC(C1)(O)C)Cl)C 1-[5-[5-[(1R)-1-(3,5-dichloro-2-methyl-4-pyridyl)ethoxy]-1H-indazol-3-yl]-2-pyridyl]-3-methyl-azetidin-3-ol